1,4-bis(4-chlorophenyl)-2,5-dimethylpiperazine ClC1=CC=C(C=C1)N1C(CN(C(C1)C)C1=CC=C(C=C1)Cl)C